C(C)OC1=CC=2N=CN=C(C2N=C1N1CC2(COC2)C1)C=1C(=NN(C1)C)C1=CC=CC=C1 6-(7-ethoxy-4-(1-methyl-3-phenyl-1H-pyrazol-4-yl)pyrido[3,2-d]pyrimidin-6-yl)-2-oxa-6-azaspiro[3.3]heptane